N1(CCC1)C1=CC=C2C3(CC=4C(=NOC4C2=C1)NS(=O)(=O)C1=C(C=C(C(=O)N2CCCN(C4CC24)C(=O)OC(C)(C)C)C=C1OC)OC)CC3 tert-butyl 6-(4-{[8'-(azetidin-1-yl)-4'H-spiro[cyclopropane-1,5'-naphtho[2,1-d][1,2]oxazol]-3'-yl]sulfamoyl}-3,5-dimethoxybenzoyl)-2,6-diazabicyclo[5.1.0]octane-2-carboxylate